(2R,3R,4R,5R,6R)-2-(4-azidobenzyl)-6-((E)-2-(diethoxyphosphoryl)vinyl)tetrahydro-2H-pyran-3,4,5-triyl triacetate C(C)(=O)O[C@@H]1[C@H](O[C@@H]([C@H]([C@@H]1OC(C)=O)OC(C)=O)\C=C\P(=O)(OCC)OCC)CC1=CC=C(C=C1)N=[N+]=[N-]